C(C)(C)(C)OC(=O)N1CC(CC1)O tert-butyl-3-hydroxypyrrolidine-1-carboxylate